(R)-1-(4-((4-((R)-2-acetoxy-3-(N-(methylsulfonyl)acetamido)propoxy)phenyl)sulfonyl)-2,6-dichlorophenoxy)-3-chloropropan-2-yl acetate C(C)(=O)O[C@H](COC1=C(C=C(C=C1Cl)S(=O)(=O)C1=CC=C(C=C1)OC[C@@H](CN(C(C)=O)S(=O)(=O)C)OC(C)=O)Cl)CCl